2-(allylamino)acetonitrile C(C=C)NCC#N